Benzyl (3S,3aS,6aR)-2-[(2S,3S)-2-amino-3-methyl-pentanoyl]-3,3a,4,5,6,6a-hexahydro-1H-cyclopenta[c]pyrrole-3-carboxylate N[C@H](C(=O)N1C[C@H]2[C@@H]([C@H]1C(=O)OCC1=CC=CC=C1)CCC2)[C@H](CC)C